C(C)(=O)O[C@@H]1C[C@@]2([C@@H](C=C3[C@@H]4CC[C@H]([C@@H](CCCC(C)C)C)[C@]4(CC[C@@H]3[C@]2(CC1)C)C)NCCC1=CNC2=CC=CC=C12)O 3β-acetoxy-5α-hydroxy-6β-[2-(1H-indol-3-yl)ethylamino]cholest-7-ene